FC=1C(=CC(=NC1)C(F)(F)F)C(C(=O)O)C 2-[5-fluoro-2-(trifluoromethyl)pyridin-4-yl]propionic acid